O=C1NC(CCC1N1C(C2=CC=C(C=C2C1)C1CCN(CC1)CC=1C=CC(=C(C#N)C1)F)=O)=O 5-((4-(2-(2,6-dioxopiperidin-3-yl)-1-oxoisoindolin-5-yl)piperidin-1-yl)methyl)-2-fluorobenzonitrile